FC1([C@H](CN(CC1)C(C(=O)N)C)C1=CN(C(C=C1)=O)C)F ((S)-4,4-difluoro-3-(1-methyl-6-oxo-1,6-dihydropyridin-3-yl)piperidin-1-yl)propanamide